2,5-dimethyl-2,5-bis(tertiary butyl-peroxy)hexyne CC(C)(C#CC(C)(OOC(C)(C)C)C)OOC(C)(C)C